BrC=1C=NC=C(C1CC(=O)OCC)[N+](=O)[O-] Ethyl 2-(3-bromo-5-nitropyridin-4-yl)acetate